COC1=C(C(=CC(=C1)OC)OC)[Se]C#N 2,4,6-trimethoxyphenyl-selenium cyanide